7-amino-3-ethyl-5-((2-(4-(1-(hydroxymethyl)cyclopropyl)thiazol-2-yl)ethyl)amino)-2-methylpyrazolo[1,5-a]pyrimidine-6-carbonitrile NC1=C(C(=NC=2N1N=C(C2CC)C)NCCC=2SC=C(N2)C2(CC2)CO)C#N